butyl N-[(3S)-1-(6-chloropyridin-3-yl)piperidin-3-yl]carbamate ClC1=CC=C(C=N1)N1C[C@H](CCC1)NC(OCCCC)=O